1,2,4,6-tetrahydro-5H-pyrano[3,4-c]quinolin-5-one C1COCC=2C(NC=3C=CC=CC3C21)=O